N-(3-(5-fluoro-2-(3-fluoro-4-(2-hydroxy-2-methylpropoxy)phenylamino)pyrimidin-4-ylamino)phenyl)acrylamide FC=1C(=NC(=NC1)NC1=CC(=C(C=C1)OCC(C)(C)O)F)NC=1C=C(C=CC1)NC(C=C)=O